OC(=S)S.OC(=S)S.CC(COC(C)CO)O dipropylene glycol bisxanthate